FC1(CCC(CC1)CNC(=O)C=1C=C(N2C=CC=C(C12)Cl)C1(COC1)O)F 8-Chloro-3-(3-hydroxy-oxetan-3-yl)-indolizine-1-carboxylic acid (4,4-difluoro-cyclohexylmethyl)-amide